tert-Butyl-3-(3-nitrophenyl)-2-[4-benzylmorpholin-2-yl]propanoate C(C)(C)(C)OC(C(CC1=CC(=CC=C1)[N+](=O)[O-])C1CN(CCO1)CC1=CC=CC=C1)=O